CC1=CC=C(C=C1)N1CCC(CC1)C1=CC=CC=C1 1-(4-methylphenyl)-4-phenylpiperidine